N-(3'-(difluoromethoxy)-5'-fluoro-4-(4-(2-methoxyethoxy)piperidin-1-yl)biphenyl-3-yl)-3-(trifluoromethyl)benzenesulfonamide FC(OC=1C=C(C=C(C1)F)C1=CC(=C(C=C1)N1CCC(CC1)OCCOC)NS(=O)(=O)C1=CC(=CC=C1)C(F)(F)F)F